(S)-tert-butyl 2-(2-(3-(4-(trifluoromethyl)phenyl) ureido)acetamido)pentanoate FC(C1=CC=C(C=C1)NC(NCC(=O)N[C@H](C(=O)OC(C)(C)C)CCC)=O)(F)F